8-naphthalenesulphonic acid C1=CC=CC2=CC=CC(=C12)S(=O)(=O)O